C(C1=CC=CC=C1)(=O)OC1CN(C1)C=1N=C(C2=C(N1)CC[S+]2[O-])N(C2CCOCC2)C [1-[4-[methyl(tetrahydropyran-4-yl)amino]-5-oxido-6,7-dihydrothieno[3,2-d]pyrimidin-5-ium-2-yl]azetidin-3-yl] 3-benzoate